(2-hydroxyethyl)Methylammonium OCC[NH2+]C